C[C@H](C(=O)OC[C@H]1C(C(C1)=C(C)C)(C)C)CC [(R)-2,2-dimethyl-3-(1-methylethylidene)-cyclobutyl]methyl (S)-2-methylbutanoate